(2R,3R,3aS,5S,6S,6aR)-2-(4-amino-5-fluoro-7H-pyrrolo[2,3-d]pyrimidin-7-yl)-6-[(2-amino-3-fluoroquinolin-7-yl)methyl]-5-fluorohexahydro-3aH-cyclopenta[b]furan-3,3a-diol NC=1C2=C(N=CN1)N(C=C2F)[C@H]2[C@@H]([C@@]1([C@H](O2)[C@@H]([C@H](C1)F)CC1=CC=C2C=C(C(=NC2=C1)N)F)O)O